BrC=1C=C(C=CC1)N1C(C=C(C=C1)F)=O 1-(3-bromophenyl)-4-fluoropyridin-2(1H)-one